NC=1C(=NN(C1)CCOCCOCCOCCOCCNC1=C2C(N(C(C2=CC=C1)=O)C1C(NC(CC1)=O)=O)=O)C(F)F 4-((14-(4-Amino-3-(difluoromethyl)-1H-pyrazol-1-yl)-3,6,9,12-tetraoxatetradecyl)amino)-2-(2,6-dioxopiperidin-3-yl)isoindoline-1,3-dione